3,3-difluoro-4-(4-fluorophenyl)-4-((triethylsilyl)oxy)-pentan-1,1-d2-1-ol FC(CC(O)([2H])[2H])(C(C)(O[Si](CC)(CC)CC)C1=CC=C(C=C1)F)F